C(C)(C)(C)OC(=O)NCC1=CC(=C(C(=O)O)C=C1)CO 4-(((tert-butoxycarbonyl)amino)methyl)-2-(hydroxymethyl)benzoic acid